FC1(CN(C[C@H]([C@@H]1NC(=O)C1=CC(=CN2C(=CN=C12)SC(F)(F)F)C#CCNC1=C(C=C(C(=C1)F)C(NC)=O)OC)C)C)F N-[(4S,5R)-3,3-difluoro-1-methyl-5-methyl-4-piperidyl]-5-{3-[5-fluoro-2-methoxy-4-(N-methylcarbamoyl)phenylamino]-1-propynyl}-3-(trifluoromethylthio)-1,3a-diaza-7-indenecarboxamide